C(=C)[C@@H]1[C@@H]2CC[C@H](CN1C(=O)OCC[Si](C)(C)C)N2C(=O)OC(C)(C)C 8-(tert-butyl) 3-(2-(trimethylsilyl)ethyl) (1S,2R,5R)-2-vinyl-3,8-diazabicyclo[3.2.1]octane-3,8-dicarboxylate